5-chlorospiro[indene-2,4'-piperidin]-1(3H)-one ClC=1C=C2CC3(CCNCC3)C(C2=CC1)=O